BrC1=CC=C(CNC(=O)[C@H]2NCCN(C2)C=2C=3C(N=CN2)=NN(C3)C3=CC=C(C=C3)C)C=C1 (S)-N-(4-bromobenzyl)-4-(2-(p-tolyl)-2H-pyrazolo[3,4-d]pyrimidin-4-yl)piperazine-2-carboxamide